4-(4-fluorophenyl)cyclohexane-1,3-dione FC1=CC=C(C=C1)C1C(CC(CC1)=O)=O